2-[[(1R)-1-[3-methyl-2-(2-oxa-7-azaspiro[3.4]octan-7-yl)-4-oxo-quinazolin-8-yl]ethyl]amino]benzoic acid CN1C(=NC2=C(C=CC=C2C1=O)[C@@H](C)NC1=C(C(=O)O)C=CC=C1)N1CCC2(COC2)C1